B(C1=CC=C(C=C1)OC(=O)OC(C)(C)C)(O)O 4-TERT-BUTOXYCARBOXYPHENYLBORONIC ACID